CN(C1=CC(=C(C=C1)OC)NC([C@@H](NCC(C)C)CC(C)C)=O)C1=CC(OC2=CC=CC=C12)=O 4-(N-methyl-N-(3-(N-isobutyl-L-leucinylamino)-4-methoxyphenyl)-amino)coumarin